COC1(CCC(CC1)(C)C)C#C[Si](C)(C)C ((1-methoxy-4,4-dimethylcyclohexyl)ethynyl)trimethylsilane